1-(4-hydroxy-1H-inden-3-yl)naphthalene-2-ol OC1=C2C(=CCC2=CC=C1)C1=C(C=CC2=CC=CC=C12)O